C(CCC)C1(CS(C2=C(N(C1)C1=CC=C(C=C1)NC(CCC)=O)C=C(C(=C2)O/C=C/C(=O)O)SC)(=O)=O)CCCC (E)-3-((3,3-dibutyl-5-(4-butyrylaminophenyl)-7-(methylsulfanyl)-1,1-dioxido-2,3,4,5-tetrahydro-1,5-benzothiazepin-8-yl)oxy)acrylic acid